C(C)N(C=1C=CC2=C(C3=C(S2)C=CC(=C3)[C@]3(NC(N(S(C3)(=O)=O)C)=N)C)C1)CC (R)-5-(8-(Diethylamino)dibenzo[b,d]thiophen-2-yl)-3-imino-2,5-dimethyl-1,2,4-thiadiazinane 1,1-dioxide